C(C)C1(C(OCC1)=O)C(=O)OCC ethyl 3-ethyl-2-oxooxolane-3-carboxylate